6-[5-(2-aminoethyl)-2-oxo-oxazolidin-3-yl]-4H-pyrazino[2,3-b][1,4]Oxazine NCCC1CN(C(O1)=O)C1=NC2=C(OC=CN2)N=C1